C1(=CC=CC=C1)CS(=O)(=O)F phenylmethanesulfonyl fluorid